3-(5-fluoro-1-oxo-4-((7-(spiro[3.3]heptan-2-ylamino)heptyl)thio)isoindolin-2-yl)piperidine-2,6-dione FC=1C(=C2CN(C(C2=CC1)=O)C1C(NC(CC1)=O)=O)SCCCCCCCNC1CC2(C1)CCC2